NC=1C=2N(C=CN1)C(=NC2C)[C@@H](C)C=2C(=C(C(=O)NC[C@H](C)O)C(=C(C2)Cl)F)OC(C)C 3-((S)-1-(8-amino-1-methylimidazo[1,5-a]pyrazin-3-yl)ethyl)-5-chloro-6-fluoro-N-((S)-2-hydroxypropyl)-2-isopropoxybenzamide